3-(2-fluoro-6-(trifluoromethyl)phenethyl)azetidine FC1=C(CCC2CNC2)C(=CC=C1)C(F)(F)F